FC1(CNCCC1C=1C=C2CN(C(C2=CC1)=O)C1C(NC(CC1)=O)=O)F 3-(5-(3,3-difluoropiperidin-4-yl)-1-oxoisoindolin-2-yl)piperidine-2,6-dione